Natrium (S)-3-(3'-Methoxy-5-methylbiphenyl-3-yl)-3-(3-(1-methyl-4-oxido-2-oxo-1,2-dihydropyridin-3-yl)ureido)propanoat COC=1C=C(C=CC1)C1=CC(=CC(=C1)C)[C@H](CC(=O)[O-])NC(=O)NC=1C(N(C=CC1[O-])C)=O.[Na+].[Na+]